FC(C1=CC=C(OC2=CC=C3CCN(CC3=C2)C(C=C)=O)C=C1)(F)F 1-(7-(4-(trifluoromethyl)phenoxy)-3,4-dihydroisoquinolin-2(1H)-yl)prop-2-en-1-one